C12C(C(C(C=C1)C2)[C+]=O)[C+]=O endo-5-norbornen-2,3-dicarboxylium